C(C1=CC=CC=C1)OC[C@H]1OC[C@@](CN(C1)C(=O)OC(C)(C)C)(O)CO[Si](C)(C)C(C)(C)C |o1:12| tert-butyl (2S,6R*)-2-[(benzyloxy)methyl]-6-{[(tert-butyldimethylsilyl)oxy]methyl}-6-hydroxy-1,4-oxazepane-4-carboxylate